N1=C2C(=CC=C1)C(OCC2)=O 7,8-dihydro-5H-pyrano[4,3-b]pyridin-5-one